C(CCC)C(C(=O)OCCCCCCC(=O)OCC(COC(CCC(CCCCCC)OC(NCCN1CCCC1)=O)=O)(COC(CCCCCCOC(C(CCCCCC)CCCC)=O)=O)COC(CC12CC3CC(CC(C1)C3)C2)=O)CCCCCC [7-[2-[[2-(1-adamantyl)acetyl]oxymethyl]-2-[7-(2-butyloctanoyloxy)heptanoyloxymethyl]-3-[4-(2-pyrrolidin-1-ylethylcarbamoyloxy)decanoyloxy]propoxy]-7-oxo-heptyl] 2-butyloctanoate